2-chloro-3-(difluoromethoxy)-4-iodopyridine ClC1=NC=CC(=C1OC(F)F)I